C1=NN(C(=S)NC1=O)[C@H]2[C@@H]([C@@H]([C@H](O2)CO)O)O 2-thio-6-azauridine